C1(=CC=CC=C1)C=1C=C(C2=CC=CC=C2C1)N1[13C](=CC2=CC=CC=C12)C1=CC=C(C=C1)C#CC1=CC=CC=C1 N-(3-phenylnaphthyl)-2-(4-phenylethynylphenyl)-indole-13C